(3R)-3-(difluoromethyl)-4-((pyridazine-3-yl)methyl)piperazine-1-carboxylic acid tert-butyl ester C(C)(C)(C)OC(=O)N1C[C@@H](N(CC1)CC=1N=NC=CC1)C(F)F